Fluoropyridyl chloride FC=1C(=NC=CC1)Cl